1-thiomorpholinooxide S1CCN(CC1)ON1CCSCC1